(2z,6e)-2,6-nondien-1-ol C(\C=C/CC\C=C\CC)O